(R)-1-[7-(3-chloro-1-isopropyl-1H-indazol-5-yl-methoxy)-2H-chromen-3-ylmethyl]-pyrrolidin ClC1=NN(C2=CC=C(C=C12)COC1=CC=C2C=C(COC2=C1)CN1CCCC1)C(C)C